8-{[5-(pyrrolidine-1-carbonyl)pyridin-2-yl]amino}imidazo[1,2-b]pyridazine-3-carbonitrile N1(CCCC1)C(=O)C=1C=CC(=NC1)NC=1C=2N(N=CC1)C(=CN2)C#N